4-((S)-3-tert-butyl-piperazin-1-yl)-6-(4-methoxy-benzyloxy)-2-pyridin-4-yl-pyrimidine C(C)(C)(C)[C@H]1CN(CCN1)C1=NC(=NC(=C1)OCC1=CC=C(C=C1)OC)C1=CC=NC=C1